FCCN1C=C(C2=CC=CC=C12)C(C(=O)O)C(=O)O 2-(1-(2-fluoroethyl)-1H-indol-3-yl)malonic acid